FC=1C=C(C=CC1F)[C@H](C)NC(=O)C1=NC(=CN=C1NCC1=CC=C(C=C1)C1=NC(=C(N=C1)N)CO)C#N 3-[4-(5-Amino-6-hydroxymethyl-pyrazin-2-yl)-benzylamino]-6-cyano-pyrazine-2-carboxylic acid [(S)-1-(3,4-difluorophenyl)-ethyl]-amide